FC(S(=O)(=O)NC1=C(C=C(C=C1)C1=NNC(=C1C(=O)N)NC=1SC(=C(N1)C)C)O[C@@H](C)C1=CC=C(C=C1)F)F (S)-3-(4-((difluoromethyl)sulfonamido)-3-(1-(4-fluorophenyl)ethoxy)phenyl)-5-((4,5-dimethylthiazol-2-yl)amino)-1H-pyrazole-4-carboxamide